ClC1=CC=C(C=C1)S(=O)(=O)\N=C(\NC1CC(C1)S(N)(=O)=O)/N1N=C([C@H](C1)C1=CC=CC=C1)C1=CC=C(C=C1)F (S,Z)-N'-((4-chlorophenyl)sulfonyl)-3-(4-fluorophenyl)-4-phenyl-N-((1r,3S)-3-sulfamoylcyclobutyl)-4,5-dihydro-1H-pyrazole-1-carboximidamide